P(=O)(O)([O-])[O-] hydrogen phosphate